C(C)NC1=CC=CC(=N1)[C@@H](C)NC(CC)=O N-[(1R)-1-[6-(ethylamino)pyridin-2-yl]ethyl]propionamide